3-fluoro-4-((4-methoxybenzyl)thio)aniline FC=1C=C(N)C=CC1SCC1=CC=C(C=C1)OC